O=C1NC(CC[C@@H]1NC1=CC(=C(C=C1)C1CCN(CC1)C1CCC(CC1)N1N=CC(=C1)C=1N=CC=2N(C1)N=CC2C#N)F)=O 6-(1-((1S,4r)-4-(4-(4-(((S)-2,6-dioxopiperidin-3-yl)amino)-2-fluorophenyl)piperidin-1-yl)cyclohexyl)-1H-pyrazol-4-yl)pyrazolo[1,5-a]pyrazine-3-carbonitrile